[4,4-dimethyl-1-(2H-tetraazol-5-yl)pentyl](6-methyl-4-quinazolinyl)amine CC(CCC(C=1N=NNN1)NC1=NC=NC2=CC=C(C=C12)C)(C)C